N-[4-(1-methylpropyl)phenyl]-7-(trifluoromethyl)-3,4-dihydropyrido[2,1-c][1,2,4]thiadiazine-9-carboxamide 2,2-dioxide CC(CC)C1=CC=C(C=C1)NC(=O)C1=CC(=CN2C1=NS(CC2)(=O)=O)C(F)(F)F